FC(F)(F)[Sn] trifluoromethyl-Tin